OC1=CC=C(C=C1C(=O)O)C1=CC(=CC=C1)N 4-hydroxy-3'-amino-5-carboxyl-biphenyl